N-(4'-((3-((trans)-3-hydroxycyclobutoxy)-5-(methylsulfonyl)phenyl)amino)-5-(trifluoromethyl)-[2,3'-bipyridin]-6'-yl)acetamide O[C@@H]1C[C@H](C1)OC=1C=C(C=C(C1)S(=O)(=O)C)NC1=C(C=NC(=C1)NC(C)=O)C1=NC=C(C=C1)C(F)(F)F